tert-butyl 4-(11-chloro-6-oxo-10-(trifluoromethyl)-4,6-dihydro-2H-spiro[[1,4]thiazepino[2,3,4-ij]quinazoline-3,1'-cyclobutan]-8-yl)piperazine-1-carboxylate ClC1=C(C=C2C(=NC(N3C2=C1SCC1(CCC1)C3)=O)N3CCN(CC3)C(=O)OC(C)(C)C)C(F)(F)F